tert-butyl (R)-(6,6-dimethyl-1,4-dioxo-1-(tritylamino)heptan-3-yl)carbamate CC(CC([C@@H](CC(NC(C1=CC=CC=C1)(C1=CC=CC=C1)C1=CC=CC=C1)=O)NC(OC(C)(C)C)=O)=O)(C)C